2-{[(tert-butoxy)carbonyl]amino}-3-(2-chloro-5-fluoro-4-nitrophenyl)butanoic acid C(C)(C)(C)OC(=O)NC(C(=O)O)C(C)C1=C(C=C(C(=C1)F)[N+](=O)[O-])Cl